3-benzyl-8-(naphthalene-2-yl)hexahydro-1H-pyrazino[1,2-a]pyrazine-1,4(6H)-dione C(C1=CC=CC=C1)C1NC(C2N(C1=O)CCN(C2)C2=CC1=CC=CC=C1C=C2)=O